ClC1=C(CCl)C(=CC=C1)Cl 2,6-Dichlorobenzyl chloride